N-[(6-chloropyridin-3-yl)methyl]pyridin-2-ylamine ClC1=CC=C(C=N1)CNC1=NC=CC=C1